(S)-methyl 2-((S)-2-((tert-butoxy carbonyl) amino)-4,4-dimethylpentanamido)-3-((R)-5,5-dimethyl-2-oxopyrrolidin-3-yl)propanoate C(C)(C)(C)OC(=O)N[C@H](C(=O)N[C@H](C(=O)OC)C[C@H]1C(NC(C1)(C)C)=O)CC(C)(C)C